C(C)(C)(C)OC(=O)N(C)CC=1OC2=C(N1)C=C1C(=C2F)CC(C1)C(=O)OCC ethyl 2-[[tert-butoxycarbonyl(methyl)amino]methyl]-8-fluoro-6,7-dihydro-5H-cyclopenta[f][1,3]benzoxazole-6-carboxylate